[Si](C)(C)(C(C)(C)C)C#CC1=NC=C(C=C1)B1OC(C(O1)(C)C)(C)C 2-((tert-butyldimethylsilyl)ethynyl)-5-(4,4,5,5-tetramethyl-1,3,2-dioxaborolan-2-yl)pyridine